(4-(3-bromopropyl)piperazin-1-yl)(3-methoxy-4-((4-(methylamino)-5-(trifluoromethyl)pyrimidin-2-yl)amino)phenyl)methanone BrCCCN1CCN(CC1)C(=O)C1=CC(=C(C=C1)NC1=NC=C(C(=N1)NC)C(F)(F)F)OC